N1=NC=C2N1CCN(C2)CC2=CC=C(C=N2)C#CC2=CC=C(C=C2)C2=CC(=NO2)CN2C(=NC=C2)[C@H](C)O (S)-1-(1-((5-(4-((6-((6,7-dihydro-[1,2,3]triazolo[1,5-a]pyrazin-5(4H)-yl)methyl)pyridin-3-yl)ethynyl)phenyl)isoxazol-3-yl)methyl)-1H-imidazol-2-yl)ethan-1-ol